tetramethyl-decandiol CC(C(C(O)(O)C)(C)C)CCCCCCC